2-(2-ethoxy)-ethanol CCOCCO